pyrrolo[2,3-c]pyridine-3-sulfonamide N1C=C(C=2C1=CN=CC2)S(=O)(=O)N